NC1=C(C2=C(N(C=C2C(F)(F)F)C2CCCC2)N1C1=C(C(=CC=C1C)OC)C)C#N 2-amino-6-cyclopentyl-1-(3-methoxy-2,6-dimethylphenyl)-4-(trifluoromethyl)-1,6-dihydropyrrolo[2,3-b]pyrrole-3-carbonitrile